(2S)-2-(hydroxymethyl)-4-isopropoxy-pyrrolidine-1-carboxylic acid tert-butyl ester C(C)(C)(C)OC(=O)N1[C@@H](CC(C1)OC(C)C)CO